trimethyltriethylsilane CC(C[SiH](CC)CC)(C)C